The molecule is a member of the class of catechols that is benzene-1,2-diol substituted by a 2-hydroxyethyl group at position 4. Isolated from Olea europaea, it exhibits antioxidant and antineoplastic activities. It has a role as a metabolite, an antioxidant and an antineoplastic agent. It is a member of catechols and a primary alcohol. It derives from a 2-(4-hydroxyphenyl)ethanol. C1=CC(=C(C=C1CCO)O)O